N-methyl-2-(2-(4-oxo-3-(trifluoromethyl)-4,5-dihydro-1H-pyrazolo[3,4-d]pyridazin-1-yl)ethoxy)-N-(1-(5-(trifluoromethyl)pyrimidin-2-yl)piperidin-4-yl)acetamide CN(C(COCCN1N=C(C2=C1C=NNC2=O)C(F)(F)F)=O)C2CCN(CC2)C2=NC=C(C=N2)C(F)(F)F